FC1=C(OC2=C(C=CC=C2)O)C(=CC(=C1)C1=NC(=CC=C1)OCCC)F [2,6-difluoro-4-(6-propoxy-2-pyridinyl)phenoxy]phenol